3-{[3-hydroxybut-2-yl]oxy}-5-(5-methyl-1,3-thiazol-2-yl)-N-{(1R)-1-[6-(trifluoromethyl)pyridazin-3-yl]ethyl}benzamide OC(C(C)OC=1C=C(C(=O)N[C@H](C)C=2N=NC(=CC2)C(F)(F)F)C=C(C1)C=1SC(=CN1)C)C